C(#C)C=1SC=C(N1)NC(=O)N[C@H](C(N1CCC2(CCC2)CC1)=O)CO (S)-1-(2-ethynyl-thiazol-4-yl)-3-(3-hydroxy-1-oxo-1-(7-azaspiro[3.5]non-7-yl)propan-2-yl)urea